2-(4-(ethylsulfonyl)phenyl)-3-methoxyPropionamide C(C)S(=O)(=O)C1=CC=C(C=C1)C(C(=O)N)COC